cyclohexyl-biphenyl-2,4-diamine C1(CCCCC1)C1=C(C(=CC=C1N)C1=CC=CC=C1)N